tert-butyl 2-(chloromethyl)-7,8-dihydro-4H-pyrazolo[1,5-a][1,4]diazepine-5(6H)-carboxylate ClCC1=NN2C(CN(CCC2)C(=O)OC(C)(C)C)=C1